4-(3-(trans-4-(2-hydroxyethoxy)cyclohexyl)-4,4-dimethyl-5-oxo-2-thioxoimidazolidin-1-yl)-2-(pentafluoro-λ6-sulfaneyl)benzonitrile OCCO[C@@H]1CC[C@H](CC1)N1C(N(C(C1(C)C)=O)C1=CC(=C(C#N)C=C1)S(F)(F)(F)(F)F)=S